C(C)(=O)C1=C(C=C(C=C1)[C@@H]([C@@H](C(=O)OC)C)C1CC1)O (2S,3R)-methyl 3-(4-acetyl-3-hydroxyphenyl)-3-cyclopropyl-2-methylpropanoate